tert-butyl (1-(5-chlorobenzo[d]thiazole-2-carboxamido)piperidin-4-yl)carbamate ClC=1C=CC2=C(N=C(S2)C(=O)NN2CCC(CC2)NC(OC(C)(C)C)=O)C1